(S)-1-(6-(4-(3H-imidazo[4,5-b]pyridin-7-yl)-1H-pyrazol-1-yl)pyridin-3-yl)-2,2,2-trifluoro-1-(1-methylpyrrolidin-3-yl)ethanol N1=CNC2=NC=CC(=C21)C=2C=NN(C2)C2=CC=C(C=N2)[C@@](C(F)(F)F)(O)C2CN(CC2)C